4-((1-(2-hydroxy-4-(trifluoromethyl)phenyl)pyrido[3,4-d]pyridazin-4-yl)amino)cyclopentane-1,2-diol OC1=C(C=CC(=C1)C(F)(F)F)C1=C2C(=C(N=N1)NC1CC(C(C1)O)O)C=NC=C2